(3-chloropropyl)-2-fluoro-4-iodopyridine ClCCCC=1C(=NC=CC1I)F